azotin N(=N[Sn])[Sn]